(S)-2-(1-(Tert-Butoxycarbonyl)Pyrrolidin-2-Yl)Acetic Acid C(C)(C)(C)OC(=O)N1[C@@H](CCC1)CC(=O)O